ethyl 2-(3-chloro-2-pyridyl)-5-[[4-(trifluoromethyl)triazol-2-yl]methyl]pyrazole-3-carboxylate ClC=1C(=NC=CC1)N1N=C(C=C1C(=O)OCC)CN1N=CC(=N1)C(F)(F)F